N-(6-(aminomethyl)-5-(1-(tetrahydro-2H-pyran-4-yl)ethyl)pyridin-2-yl)cyclopropanecarboxamide NCC1=C(C=CC(=N1)NC(=O)C1CC1)C(C)C1CCOCC1